ClC=1C=C2C(=CC1)NC(C21CCN(CC1)CCOC=1C=C2CN(CC2=CC1)C(=O)NC)=O 5-(2-{5-chloro-2-oxo-1,2-dihydrospiro[indole-3,4'-piperidin]-1'-yl}ethoxy)-N-methyl-2,3-dihydro-1H-isoindole-2-carboxamide